O[C@H](C(=O)O)C (2S)-2-hydroxypropionic acid